OC1=C(C(=C2C(C(C(OC2=C1C)C1=CC=CC=C1)(O)C)O)C)C 7,4-dihydroxy-5,6,8,3-tetramethylflavanol